COC1=C(C=CC=C1)C=1N=C(C2=CC=CC=C2C1)CC1=NC(=CC2=CC=CC=C12)C1=C(C=CC=C1)OC.[Pt+2] platinum (II) {bis[(methoxyphenyl)isoquinolinyl]methane}